2-(2,4-bis(trifluoromethyl)phenyl)-N-(4-fluorophenyl)-N-((5-(6-(pyrrolidin-3-yl)pyridazin-3-yl)-1,3,4-oxadiazol-2-yl)methyl)thioacetamide FC(C1=C(C=CC(=C1)C(F)(F)F)CC(=S)N(CC=1OC(=NN1)C=1N=NC(=CC1)C1CNCC1)C1=CC=C(C=C1)F)(F)F